COC(CCCCCCCC1C(C1)C(CCCCCCCCCCCCCCCCCCC)N(C)C)=O methyl-8-{2-[l-1-(dimethylamino)icosyl]cyclopropyl}octanoate